4-(4-((1-((4-methoxyphenyl)sulfonyl)azetidin-3-yl)sulfonyl)-3,4-dihydro-2H-pyrido[4,3-b][1,4]thiazin-8-yl)benzonitrile COC1=CC=C(C=C1)S(=O)(=O)N1CC(C1)S(=O)(=O)N1C2=C(SCC1)C(=CN=C2)C2=CC=C(C#N)C=C2